FC=1C=CC(=C(C(=O)N(C)C(C)C)C1)N1C=C(C=2C1=CN=CC2)C2CCC1(CN(C1)C)CC2 5-fluoro-N-isopropyl-N-methyl-2-(3-(2-methyl-2-azaspiro[3.5]nonan-7-yl)-1H-pyrrolo[2,3-c]pyridin-1-yl)benzamide